C1(=CC=C(C=C1)C(CC1=CC=C(C=C1)C)=O)C 1,2-Di-p-tolylethan-1-one